(E)-3-(4,5-Dimethyl-thiazol-2-ylcarbamoyl)-acrylic acid ethyl ester C(C)OC(\C=C\C(NC=1SC(=C(N1)C)C)=O)=O